C(CCC(=O)O)(=O)O.C(CCC(=O)O)(=O)O.Cl.Cl dihydrochloride, disuccinate salt